ClC1=C(C=C(C=C1)Cl)S(=O)(=NC1=CC=C(C=C1)C1=NOC(=N1)C(F)(F)F)C (2,5-dichlorophenyl)(methyl)((4-(5-(trifluoromethyl)-1,2,4-oxadiazol-3-yl)phenyl)imino)-λ6-sulfanone